ClCCC1=CC2=CC(N=C2C=C1Cl)=O 5-chloroethyl-6-chloroindol-2-one